(6aR,10aR)-6,6-dimethyl-9-(methyl-d3)-3-propyl-6a,7,8,10a-tetrahydro-6H-benzo[c]chromen-1-ol CC1(OC=2C=C(C=C(C2[C@H]2[C@H]1CCC(=C2)C([2H])([2H])[2H])O)CCC)C